The molecule is a dicarboxylic acid monoamide of glutaric acid containing benzene and piperidinium moieties; a transition state analogue hapten used to elicit catalytic antibodies 5C8 and 14B9. It is a dicarboxylic acid monoamide and a piperidinium ion. It derives from a glutaric acid. C[N+]1(CCCCC1)CCC2=CC=C(C=C2)NC(=O)CCCC(=O)O